5-(Tert-Butylsulfonyl)-6-ethoxypyrazolo[1,5-a]pyridine C(C)(C)(C)S(=O)(=O)C1=CC=2N(C=C1OCC)N=CC2